CCCCCCCOC(=O)CCC n-Heptyl butanoate